C1(=CC=CC=2C3=CC=CC=C3CC12)[2H] fluorene-d